C1(CC1)N1N=CC(=C1)C(=O)O 1-cyclopropyl-1H-pyrazole-4-Carboxylic acid